FC1=C(C=C(C=C1)N1N=CC2=CC(=CC=C12)C1CCN(CC1)C(C)=O)O 1-(4-(1-(4-Fluoro-3-hydroxyphenyl)-1H-indazol-5-yl)piperidin-1-yl)ethanone